(S)-N-(5-(4-(5-chloro-4-fluoro-2-(2-hydroxypropan-2-yl)phenylamino)-1,3,5-triazin-2-ylamino)-2-(2-((dimethylamino)methyl)pyrrolidin-1-yl)-4-methoxyphenyl)acrylamide ClC=1C(=CC(=C(C1)NC1=NC(=NC=N1)NC=1C(=CC(=C(C1)NC(C=C)=O)N1[C@@H](CCC1)CN(C)C)OC)C(C)(C)O)F